ClC=1C(=CN=NC1Cl)NCC 5,6-dichloro-N-ethylpyridazin-4-amine